FC(C1(CC1)C1=NOC(=C1)NC(OCC1=CC=C2C=C(C(=NC2=C1)C)C1C(NC(CC1)=O)=O)=O)(F)F (3-(2,6-Dioxopiperidin-3-yl)-2-methylquinolin-7-yl)methyl (3-(1-(trifluoromethyl)cyclopropyl)isoxazol-5-yl)carbamate